C(C)OC([C@@H](N)CSC1C=C(CCC1C)C(C)C)=O.FC=1C=C(C(=O)NCC2CCC(CC2)N2N=C3C=C(C=CC3=C2)C2=NC(=NS2)C)C=C(C1O)F 3,5-difluoro-4-hydroxy-N-({(1r,4r)-4-[6-(3-methyl-1,2,4-thiadiazol-5-yl)-2H-indazol-2-yl]cyclohexyl}methyl)benzamide Ethyl-S-(3-isopropyl-6-methylcyclohex-2-en-1-yl)cysteinate